1-(5-(6-ethoxy-1H-pyrazolo[3',4':3,4]pyrazolo[1,5-a]pyridin-4-yl)pyridin-2-yl)piperidine-4-carboxylate C(C)OC=1C=C(C=2N(C1)N=C1C2C=NN1)C=1C=CC(=NC1)N1CCC(CC1)C(=O)[O-]